F[C@H]1CN(C[C@H]1NC(NC1=NC2=C(N1)C(=CC=C2C=2C=NN(C2)C)OC)=O)C(=O)OC(C)(C)C tert-butyl (3S,4R)-3-fluoro-4-({[7-methoxy-4-(1-methyl-1H-pyrazol-4-yl)-1H-1,3-benzodiazol-2-yl]carbamoyl}amino)pyrrolidine-1-carboxylate